BrC=1C=C2C=C(N=CC2=CC1)NC(=O)[C@@H]1CC[C@H](CC1)CO trans-N-(6-bromo-3-isoquinolinyl)-4-(hydroxymethyl)cyclohexanecarboxamide